Cl.CN=S1(CCNCC1)=O 1-(methylimino)thiomorpholine 1-oxide hydrochloride